2-[(3aR,5R,6aS)-5-(cyclohexylmethyl)-5-hydroxy-octahydrocyclopenta[c]pyrrol-2-yl]-1-(4-hydroxyphenyl)ethan-1-one C1(CCCCC1)CC1(C[C@@H]2[C@@H](CN(C2)CC(=O)C2=CC=C(C=C2)O)C1)O